S1N=C(C2=C1C=CC=C2)C([O-])=S benzisothiazolethioate